FC(CN1N=CC(=C1)C1=C(C=2C(=NC=C3C2C2(CCNCC2)C(N3C)=O)N1S(=O)(=O)C1=CC=CC=C1)C=1C=C3C=NN(C3=CC1)C)F 2-(1-(2,2-difluoroethyl)-1H-pyrazol-4-yl)-6-methyl-1-(1-methyl-1H-indazol-5-yl)-3-(phenylsulfonyl)-3,6-dihydro-7H-spiro[dipyrrolo[2,3-b:3',2'-d]pyridine-8,4'-piperidin]-7-one